(1R,2S)-2-aminocyclopentanol N[C@@H]1[C@@H](CCC1)O